8-Chloro-3-(5-(difluoromethyl)-1,3,4-thiadiazol-2-yl)-N-(3-methyloxetan-3-yl)imidazo[1,5-a]pyridine-6-sulfonamide ClC=1C=2N(C=C(C1)S(=O)(=O)NC1(COC1)C)C(=NC2)C=2SC(=NN2)C(F)F